3-(ethyl(methyl)amino)-1-(4-(3-isopropyl-2-(8-methyltetrazolo[1,5-a]pyridin-6-yl)-1H-indol-5-yl)piperidin-1-yl)propan-1-one C(C)N(CCC(=O)N1CCC(CC1)C=1C=C2C(=C(NC2=CC1)C=1C=C(C=2N(C1)N=NN2)C)C(C)C)C